acrylic acid-3-hydroxypropyl ester OCCCOC(C=C)=O